acryloyloxyethyl-2-hydroxyethylbenzoate C(C=C)(=O)OCCC=1C(=C(C(=O)[O-])C=CC1)CCO